(2R,4S,5R)-1-(2,4-dichlorophenyl)-5-hydroxy-2,6,6-trimethylheptan ClC1=C(C=CC(=C1)Cl)C[C@@H](CC[C@H](C(C)(C)C)O)C